C(C)(C)(C)OC(=O)N1C[C@H](CCC1)NC1=NC=C(C(=N1)C1=CN(C2=NC(=CC=C21)Cl)C(=O)OC)C(F)(F)F (S)-Methyl 3-(2-((1-(tert-butoxycarbonyl)piperidin-3-yl)amino)-5-(trifluoromethyl)pyrimidin-4-yl)-6-chloro-1H-pyrrolo[2,3-b]pyridine-1-carboxylate